1,3-Oxazolidine-3-carboxylic acid tert-butyl ester C(C)(C)(C)OC(=O)N1COCC1